ClC=1C(=NC(N([C@H]2C[C@H](O)[C@@H](CO)O2)C1)=O)N 5-chloro(deoxycytidine)